The molecule is an organic anion obtained by deprotonation of the 5 and 7 positions of cyanidin 3-O-[beta-D-xylosyl-(1->2)-beta-D-galactoside]. It derives from a cyanidin cation. It is a conjugate base of a cyanidin 3-O-[beta-D-xylosyl-(1->2)-beta-D-galactoside]. C1[C@H]([C@@H]([C@H]([C@@H](O1)O[C@@H]2[C@H]([C@H]([C@H](O[C@H]2OC3=C(OC4=CC(=O)C=C(C4=C3)O)C5=CC(=C(C=C5)[O-])O)CO)O)O)O)O)O